d-xylulose 5-phosphate P(=O)(O)(O)OC[C@H]([C@@H](C(CO)=O)O)O